IC=1C=CC(=C(C1)N1C(N(C(CC1)=O)CNC(CCC(=O)N)=O)=O)OC N1-((3-(5-iodo-2-methoxyphenyl)-2,6-dioxotetrahydropyrimidin-1(2H)-yl)methyl)succinamide